bis(4-bromo-[1,1'-biphenyl]-3-yl)sulfane BrC1=C(C=C(C=C1)C1=CC=CC=C1)SC=1C=C(C=CC1Br)C1=CC=CC=C1